C(C)(C)(C)OC(=O)N1CCC(CC1)C1=C(C=C(C=C1)NC1C(NC(CC1)=O)=O)C#N.Cl.O=C1NC(CCC1NC=1C=CC(=C(C#N)C1)C1CCNCC1)=O 5-[(2,6-dioxo-3-piperidyl)amino]-2-(4-piperidyl)benzonitrile hydrochloride Tert-butyl-4-[2-cyano-4-[(2,6-dioxo-3-piperidyl)amino]phenyl]piperidine-1-carboxylate